methyl (S)-3-(7-(benzyloxy)-1-hydroxy-1,3-dihydrobenzo[c][1,2]oxaborol-4-yl)-2-((tert-butoxycarbonyl)amino)propanoate C(C1=CC=CC=C1)OC1=CC=C(C2=C1B(OC2)O)C[C@@H](C(=O)OC)NC(=O)OC(C)(C)C